acryloyl-oxypropylmethyldimethoxysilane C(C=C)(=O)OCCC[Si](OC)(OC)C